4-cyclobutoxy-N-(3,5-difluoro-4-((6-methoxy-7-(3-(methylamino)propoxy)quinolin-4-yl)oxy)phenyl)pyridine-3-carboxamide C1(CCC1)OC1=C(C=NC=C1)C(=O)NC1=CC(=C(C(=C1)F)OC1=CC=NC2=CC(=C(C=C12)OC)OCCCNC)F